ClC1=CC2=C(C(N(C=C2C2=CC(N(C=C2OC2=C(C=CC=C2C)C)C)=O)C)=O)N1S(=O)(=O)C1=CC=C(C)C=C1 2-chloro-4-(5-(2,6-dimethylphenoxy)-1-methyl-2-oxo-1,2-dihydropyridin-4-yl)-6-methyl-1-tosyl-1,6-dihydro-7H-pyrrolo[2,3-c]pyridin-7-one